ClC=1C=NC=C(C1[C@@H](C)OC=1C=C2C(=NN(C2=CC1)C1OCCCC1)Cl)Cl 5-[(1R)-1-(3,5-dichloro-4-pyridinyl)ethoxy]-3-chloro-1-tetrahydropyran-2-yl-indazole